(R)-5-cyclopropyl-6-(2-(ethoxymethoxy)-4-ethynylphenyl)-N-(piperidin-3-yl)-1,2,4-triazin-3-amine C1(CC1)C=1N=C(N=NC1C1=C(C=C(C=C1)C#C)OCOCC)N[C@H]1CNCCC1